N-butyl-N-(diethylphosphanyl)-2,5-diphenylphospholan-1-amine C(CCC)N(P1C(CCC1C1=CC=CC=C1)C1=CC=CC=C1)P(CC)CC